2-(4-(5-(trifluoromethyl)pyrimidin-2-yl)piperazin-5-yl)oxazol-2-amine FC(C=1C=NC(=NC1)N1CCNCC1C1(OC=CN1)N)(F)F